C1=CC=C(C=C1)C(=O)O[C@@H]([C@@H](C(=O)O)OC(=O)C2=CC=CC=C2)C(=O)O (+)-dibenzoyltartaric acid